sulfite S(=O)([O-])[O-]